2-(3-((R or S)-1-(((S)-((S)-7-fluoro-1,2,3,4-tetrahydro-1,5-naphthyridin-3-yl)(phenyl)methyl)amino)propan-2-yl)phenyl)acetic acid FC1=CN=C2C[C@@H](CNC2=C1)[C@@H](C1=CC=CC=C1)NC[C@H](C)C=1C=C(C=CC1)CC(=O)O |o1:20|